BrC=1C=C(C=CC1)C(C)(C)NC(CCl)=O N-(2-(3-bromophenyl)propan-2-yl)-2-chloroacetamide